methyl (((R)-6-((3-carbamoylpyridin-2-yl)oxy)spiro[3.3]heptan-2-yl)carbamoyl)-L-leucinate C(N)(=O)C=1C(=NC=CC1)OC1CC2(CC(C2)NC(=O)N[C@@H](CC(C)C)C(=O)OC)C1